N-[2-[6-(2-amino-2-oxoethyl)-3,4-dihydro-1H-isoquinolin-2-yl]-2-oxoethyl]-3-[4-(trifluoromethyl)phenyl]prop-2-enamide NC(CC=1C=C2CCN(CC2=CC1)C(CNC(C=CC1=CC=C(C=C1)C(F)(F)F)=O)=O)=O